4-(4-(((2s,4r)-2-methyl-1-propionyl-1,2,3,4-tetrahydroquinolin-4-yl)amino)phenyl)butyric acid C[C@@H]1N(C2=CC=CC=C2[C@@H](C1)NC1=CC=C(C=C1)CCCC(=O)O)C(CC)=O